3-Hydroxy-4-(5H-imidazo[5,1-a]isoindol-5-yl)-N-methylpiperidin-1-sulfonamid OC1CN(CCC1C1N2C(C3=CC=CC=C13)=CN=C2)S(=O)(=O)NC